C(C)(=O)N1C[C@H](N(C[C@H]1C)C(C=C)=O)C1=CC(=CC(=C1)Cl)C1=NC=C(C=N1)N 1-((2R,5R)-4-acetyl-2-(3-(5-aminopyrimidin-2-yl)-5-chlorophenyl)-5-methylpiperazin-1-yl)prop-2-en-1-one